Gold(III) iodid [Au](I)(I)I